1-(4-(6-chloro-8-fluoro-7-(2-fluoro-5-(1H-imidazol-4-yl)phenyl)quinazolin-4-yl)piperazin-1-yl)prop-2-en-1-one ClC=1C=C2C(=NC=NC2=C(C1C1=C(C=CC(=C1)C=1N=CNC1)F)F)N1CCN(CC1)C(C=C)=O